ClC=1C(=CSC1Cl)C 4,5-Dichloro-3-methylthiophen